C1(=CC=CC=C1)C1=NSC(=N1)OCC 3-Phenyl-5-ethoxy-1,2,4-thiadiazole